C(=O)OCCC propyl methanoate